CC(C(C)O)C=CC1C(C(=CC1)C)(C)C 3-methyl-5-(2,2,3-trimethylcyclopent-3-enyl)pent-4-en-2-ol